4-{3-[7-cyano-6-(1-methylpyrazol-4-yl)-3,4-dihydro-2H-quinolin-1-yl]-4H,5H,6H,7H-pyrazolo[4,3-c]pyridin-1-yl}piperidine-1-carboxylic acid benzyl ester C(C1=CC=CC=C1)OC(=O)N1CCC(CC1)N1N=C(C=2CNCCC21)N2CCCC1=CC(=C(C=C21)C#N)C=2C=NN(C2)C